C1(CC1)OC=1C(=NC=CC1)C1=NSC(=N1)NC1=NC=C(C(=C1)C(F)(F)F)C(C)C 3-(3-cyclopropoxypyridin-2-yl)-N-(5-isopropyl-4-(trifluoromethyl)pyridin-2-yl)-1,2,4-thiadiazol-5-amine